C1(CC1)CC(C(=O)O)(C(=O)OCC)C 2-(cyclopropylmethyl)-3-ethoxy-2-methyl-3-oxopropanoic acid